CC(=C(C(=O)N)C)C trimethyl-(acrylamide)